(S)-3-(4-((6-(benzyloxy)-2-(2-(1,1-difluoroethyl)-4-fluorophenyl)benzo[b]thiophen-3-yl)oxy)phenoxy)-1-(3-fluoropropyl)pyrrolidine C(C1=CC=CC=C1)OC=1C=CC2=C(SC(=C2OC2=CC=C(O[C@@H]3CN(CC3)CCCF)C=C2)C2=C(C=C(C=C2)F)C(C)(F)F)C1